ClC=1C=C(C=C(C1OC=1C=C2C(=CC(=NC2=CC1)C)C1=CC=CC=C1)Cl)N1N=C(C(NC1=O)=O)C#N 3,5-Dichloro-4-((2-methyl-4-phenylquinolin-6-yl)oxy)phenyl-3,5-dioxo-2,3,4,5-tetrahydro-1,2,4-triazine-6-carbonitrile